4-(difluoromethyl)-N-methoxy-1-methyl-N-[(1S)-1-methyl-2-(2,4,6-trichlorophenyl)ethyl]pyrazole-3-carboxamide FC(C=1C(=NN(C1)C)C(=O)N([C@H](CC1=C(C=C(C=C1Cl)Cl)Cl)C)OC)F